(Z)-5-(4-chlorophenyl)-7-methyl-6-(3-methylbutanoyl)-2-(4-(2-(4-methylpiperazin-1-yl)-2-oxoethoxy)benzylidene)-5H-thiazolo[3,2-a]pyrimidin-3(2H)-one ClC1=CC=C(C=C1)C1C(=C(N=C2N1C(/C(/S2)=C/C2=CC=C(C=C2)OCC(=O)N2CCN(CC2)C)=O)C)C(CC(C)C)=O